1,2-ethylene glycol diacrylate C(C=C)(=O)OCCOC(C=C)=O